ClC1=CC(=C(C=C1)NC(C(C)(C)C)=O)C(=O)C1=NC=CC=C1 N-(4-chloro-2-pyridineformylphenyl)pivalamide